C(CCCCC)C(COC(CCCCC(=O)N(CCCCCCCCCCCCCCCC)CCCN)=O)CCCCCCCC.NCCCN(C(CCCCC(=O)OCC(CCCCCCCC)CCCCCC)=O)CCCCCCCCCCCCCCCC 2-Hexyldecyl 6-((3-aminopropyl)(hexadecyl)amino)-6-oxohexanoate 2-Hexyldecyl-6-((3-aminopropyl)(hexadecyl)amino)-6-oxohexanoate